dimethylene dipropionate C(CC)(=O)OCCOC(CC)=O